valylleucine N[C@@H](C(C)C)C(=O)N[C@@H](CC(C)C)C(=O)O